The molecule is a monocarboxylic acid amide formed between benzylpenicillin and benzylamine. It has a role as an allergen. It is a thiazolidinemonocarboxylic acid and a monocarboxylic acid amide. It contains a benzylpenicilloyl group. It derives from a benzylamine and a benzylpenicillin. CC1([C@@H](N[C@H](S1)[C@@H](C(=O)NCC2=CC=CC=C2)NC(=O)CC3=CC=CC=C3)C(=O)O)C